C(C)OP(=O)(OCC)CC1=C(C=CC=C1)C1=CC=CC=C1 2-((diethyloxyphosphoryl)methyl)-[1,1'-biphenyl]